Trimethylolpropan tris(2-methyl-1-aziridinepropionate) CC1N(C1)CCC(=O)O.CC1N(C1)CCC(=O)O.CC1N(C1)CCC(=O)O.C(O)C(CC)(CO)CO